(2S,4S)-2-((S)-2-(2-hydroxy-4-(2-(2-methoxyethoxy)ethoxy)phenyl)-4,5-dihydrothiazol-4-yl)-3-methylthiazolidine-4-carboxylic acid OC1=C(C=CC(=C1)OCCOCCOC)C=1SC[C@H](N1)[C@@H]1SC[C@@H](N1C)C(=O)O